C(C)(C)(C)OC(=O)N1CC(C1)C1=CC=C(C=C1)C1(CC1)C(=O)OC 3-(4-(1-(methoxycarbonyl)cyclopropyl)phenyl)azetidine-1-carboxylic acid tert-butyl ester